[N+](=O)([O-])[O-].[Ni+2].[Co+2].COC=1C=C(C=CC1OC)[N+](=O)[O-].[N+](=O)([O-])[O-].[N+](=O)([O-])[O-].[N+](=O)([O-])[O-] 3,4-dimethoxynitrobenzene cobalt nickel nitrate salt